3-[[2-fluoro-3-(methylsulfamoylamino)phenyl]methyl]-4-methyl-7-(1,3,4-thiadiazol-2-yloxy)chromen-2-one FC1=C(C=CC=C1NS(NC)(=O)=O)CC=1C(OC2=CC(=CC=C2C1C)OC=1SC=NN1)=O